FC=1C=NN(C1)C1=CC=C(C=N1)C(=O)N1C2COCC1CN(C2)C2=NC(=CC(=N2)C)NC2=NNC(=C2)C (6-(4-fluoro-1H-pyrazol-1-yl)pyridin-3-yl)(7-(4-methyl-6-((5-methyl-1H-pyrazol-3-yl)amino)pyrimidin-2-yl)-3-oxa-7,9-diazabicyclo[3.3.1]nonane-9-yl)methanone